4-(1-(2-Nitrobenzoyl)-2,3-dihydro-1H-pyrrolo[2,3-c]pyridin-4-yl)benzonitrile [N+](=O)([O-])C1=C(C(=O)N2CCC=3C2=CN=CC3C3=CC=C(C#N)C=C3)C=CC=C1